1-(4-(2-Chloro-2-fluoropropyl)piperazin-1-yl)ethan-1-one ClC(CN1CCN(CC1)C(C)=O)(C)F